O[C@@H]1[C@H](O[C@@H]([C@H]([C@H]1O)O)OC1=CC=C(C=C1)[N+](=O)[O-])/C=C/P(OCC)(OCC)=O diethyl ((E)-2-((2R,3S,4S,5S,6R)-3,4,5-trihydroxy-6-(4-nitrophenoxy)tetrahydro-2H-pyran-2-yl)vinyl)phosphonate